C(C)(C)(C)OCCOC1=NC(=NC=C1)N 4-[2-(tert-butoxy)ethoxy]pyrimidin-2-amine